O=C1N(CCC(N1)=O)C1=NN(C2=CC(=C(C=C12)F)N1CCC2(CN(C2)C(=O)OC(C)(C)C)CC1)C tertbutyl 7-[3-(2,4-dioxohexahydropyrimidin-1-yl)-5-fluoro-1-methyl-indazol-6-yl]-2,7-diazaspiro[3.5]nonane-2-carboxylate